Cl.BrC=1C(=NC2=CC=C(C=C2C1)Cl)N1CCNCC1 3-bromo-6-chloro-2-piperazin-1-yl-quinoline hydrochloride